C1(=C(C=CC=C1)C1=CC(=NC2=CC=C(C=C12)C(=O)O)\C=C\1/N(C2=CC=CC=C2C1=O)C(C)=O)C1=CC=CC=C1 (Z)-4-([1,1'-biphenyl]-2-yl)-2-((1-acetyl-3-oxo-indolin-2-ylidene)-methyl)quinoline-6-carboxylic acid